4-((1-(2-cyclopropyl-5-(trifluoromethyl)benzyl)-4-fluoropiperidin-4-yl)methoxy)benzoic acid, trifluoroacetate salt FC(C(=O)O)(F)F.C1(CC1)C1=C(CN2CCC(CC2)(F)COC2=CC=C(C(=O)O)C=C2)C=C(C=C1)C(F)(F)F